Tert-butyl (2S,3R)-3-hydroxy-2-methylazetidine-1-carboxylate O[C@H]1[C@@H](N(C1)C(=O)OC(C)(C)C)C